2-(2-(3-fluoro-4-((4-methylpyrimidin-2-yl)oxy)phenyl)-1-iodo-8,9-dihydro-7H-6-oxa-4,9a-diazabenzo[cd]azulene-3-carbonyl)benzoic acid FC=1C=C(C=CC1OC1=NC=CC(=N1)C)C1=C(N2CCCOC3=C2C1=C(N=C3)C(=O)C3=C(C(=O)O)C=CC=C3)I